C(CCCCCCCC)OCCCCCCCCCCCCCCCCCCCCCC n-docosyl nonyl ether